C(CC(C)C)OC(CCCCCCCCCCCCCCCCC)=O Isoamylstearat